8,8-bis((2-carboxyethoxy)methyl)-3,6-dioxo-1-phenyl-2,10-dioxa-4,7-diazatridecan-13-oic acid C(=O)(O)CCOCC(NC(CNC(OCC1=CC=CC=C1)=O)=O)(COCCC(=O)O)COCCC(=O)O